(S)-N-{8-fluoro-2-methylimidazo[1,2-a]pyridin-6-yl}-2-methoxy-8-[3-(methylamino)pyrrolidin-1-yl]quinoxaline-5-carboxamide FC=1C=2N(C=C(C1)NC(=O)C=1C=3N=CC(=NC3C(=CC1)N1C[C@H](CC1)NC)OC)C=C(N2)C